C1(CC1)C1OC(CNC1)C 2-cyclopropyl-6-methyl-3,6-dihydro-4H-[1,4]oxazine